Methyl (2R)-2-([1-[2-(azetidin-1-yl)phenyl]-5-(3-cyclopropoxyphenyl)-1H-pyrazol-3-yl]methoxy)-2-methylbutanoate N1(CCC1)C1=C(C=CC=C1)N1N=C(C=C1C1=CC(=CC=C1)OC1CC1)CO[C@@](C(=O)OC)(CC)C